2-decyltetradecyl 3-((4-((2-(dimethylamino)ethyl)amino)-3-(2-hexyldecanamido)-4-oxobutyl)thio)propanoate CN(CCNC(C(CCSCCC(=O)OCC(CCCCCCCCCCCC)CCCCCCCCCC)NC(C(CCCCCCCC)CCCCCC)=O)=O)C